6-methylphenyl acetate C(C)(=O)OC1=CC=CC=C1C